COC=1C=CC2=C(SC(=C2OC2=CC=C(OCC3CCNCC3)C=C2)C2=CC=C(C=C2)OC)C1 4-((4-((6-methoxy-2-(4-methoxyphenyl)benzo[b]thiophen-3-yl)oxy)phenoxy)methyl)piperidine